((2-((tert-butyldimethylsilyl)oxy)ethyl)azanediyl)bis(propane-3,1-diyl)bis(4-(didecylamino)butanoate) [Si](C)(C)(C(C)(C)C)OCCN(CCCC(C(=O)[O-])CCN(CCCCCCCCCC)CCCCCCCCCC)CCCC(C(=O)[O-])CCN(CCCCCCCCCC)CCCCCCCCCC